C1(=CC=CC=C1)C1=CC2=C(C=3CC=COC13)C=CC=C2 5-phenyl-1H-benzo[f]chromene